C[C-]1C=CC=C1.[C-]1(C=CC=C1)C.[Fe+2] 1,1'-dimethyl-ferrocene